C(=C)[Sn](CCCCCCCC)(CCCCCCCC)CCCCCCCC vinyl-trioctyl-tin